CS(=O)(=O)N1C[C@@H](CC1)N1N=C(C=2C1=NC=NC2N)C2=CC=C(C=C2)OC2=CC=CC=C2 (R)-1-(1-(methylsulfonyl)pyrrolidin-3-yl)-3-(4-phenoxyphenyl)-1H-pyrazolo[3,4-d]pyrimidin-4-amine